5-chloro-3-cyclobutyl-7-iodo-1-(tetrahydro-2H-pyran-2-yl)-1H-pyrazolo[4,3-b]pyridine ClC1=CC(=C2C(=N1)C(=NN2C2OCCCC2)C2CCC2)I